C(O)CN.FC(C(C(C(C(C(C(C(F)(F)F)(F)F)(F)F)(F)F)(F)F)(F)F)(F)F)(S(=O)(=O)O)F perfluorooctyl-sulfonic acid ethanolamine salt